(S)-N-(6-Aminopyridin-2-yl)-N-methyl-3-(6-methyl-4-(trifluoromethyl)pyridin-2-yl)-2-oxooxazolidine-4-carboxamide NC1=CC=CC(=N1)N(C(=O)[C@H]1N(C(OC1)=O)C1=NC(=CC(=C1)C(F)(F)F)C)C